10,10-dimethyl-4-(3-methyl-4-(trifluoromethyl)isoxazole-5-carbonyl)-9-oxo-1-oxa-4-azaspiro[5.5]undec-7-ene-8-carbonitrile CC1(C(C(=CC2(CN(CCO2)C(=O)C2=C(C(=NO2)C)C(F)(F)F)C1)C#N)=O)C